(R)-4-(2-Amino-4-((1-hydroxy-2-methylhexan-2-yl)amino)quinazolin-7-yl)-5-((butylamino)methyl)-1-methylpyridin-2(1H)-one NC1=NC2=CC(=CC=C2C(=N1)N[C@@](CO)(CCCC)C)C1=CC(N(C=C1CNCCCC)C)=O